(1-(2,6-dimethoxyphenyl)-2-(6-ethoxypyridin-2-yl)-1H-imidazo[4,5-b]pyrazin-6-yl)-3-hydroxy-3-methylbutan-1-sulfonamide COC1=C(C(=CC=C1)OC)N1C(=NC=2C1=NC(=CN2)C(CC(C)(C)O)S(=O)(=O)N)C2=NC(=CC=C2)OCC